OC1(CC(C1)C)C1=CC(=NC=C1)N1N=CC(=C1)S(=O)(=O)NC=1C=CC=C2C=NN(C12)C 1-(4-((1s,3s)-1-hydroxy-3-methylcyclobutyl)pyridin-2-yl)-N-(1-methyl-1H-indazol-7-yl)-1H-pyrazole-4-sulfonamide